6-amino-N-((1S,2S)-2-(hydroxymethyl)cyclopentyl)-3-(2H-1,2,3-triazol-2-yl)picolinamide NC1=CC=C(C(=N1)C(=O)N[C@@H]1[C@H](CCC1)CO)N1N=CC=N1